2-(2-hydroxypyridin-3-yl)pyrazolo[5,1-b]Thiazole-7-carboxylic acid ethyl ester hydrochloride Cl.C(C)OC(=O)C=1C=NN2C1SC(=C2)C=2C(=NC=CC2)O